C(=O)(O)CCC1=CC(=C(OCC[C@H]([C@@H](CCOC2=C(C=C(NC3=C(C(=O)O)C=CC=C3)C=C2Cl)Cl)O)O)C(=C1)Cl)Cl 2-[4-[(3R,4R)-6-[4-(2-carboxyethyl)-2,6-dichloro-phenoxy]-3,4-dihydroxy-hexoxy]-3,5-dichloro-anilino]benzoic acid